4-Chloro-N,N-dimethylquinazolin-7-amine ClC1=NC=NC2=CC(=CC=C12)N(C)C